C(C)C1=C(C(OS(O)(=O)=O)(CC)CC)C=CC=C1 triethylbenzyl-sulfuric acid